2,4-Nonadienal C(C=CC=CCCCC)=O